(cyanomethyl)-3-{6-[1-(2-methoxyethyl)-3,6-dihydro-2H-pyridin-4-yl]-1,3-benzoxazol-2-yl}propanamide C(#N)CC(C(=O)N)CC=1OC2=C(N1)C=CC(=C2)C=2CCN(CC2)CCOC